ClC1=C(C=C(C=C1)NC1=NC=CC=2C(=C(C=CC12)C)N)CN(C)C N1-(4-chloro-3-((dimethylamino)methyl)phenyl)-6-methylisoquinoline-1,5-diamine